C(#N)C(NC(=O)[C@@H]1[C@H]2C([C@H]2CN1C([C@H](C(C)(C)C)NC(C(F)(F)F)=O)=O)(C)C)C1=CN=C2N1C(=CC=C2)C (1R,2S,5S)-N-[cyano-(5-methylimidazo[1,2-a]pyridin-3-yl)methyl]-3-[(2S)-3,3-dimethyl-2-[(2,2,2-trifluoroacetyl)amino]butanoyl]-6,6-dimethyl-3-azabicyclo[3.1.0]hexane-2-carboxamide